(2-chloro-5-fluoropyrimidin-4-yl)-1H-indol-7-amine ClC1=NC=C(C(=N1)N1C=CC2=CC=CC(=C12)N)F